OC[C@H](C[C@H]1C(NCCC1)=O)NC(=O)[C@H]1N(C[C@H]2[C@@H]1CCC2)C(=O)C=2NC1=CC=CC=C1C2 (1S,3aR,6aS)-N-((S)-1-hydroxy-3-((S)-2-oxopiperidin-3-yl)propan-2-yl)-2-(1H-indole-2-carbonyl)octahydrocyclopenta[c]pyrrole-1-carboxamide